OC=1C(=NC=CC1OC)C(=O)N[C@H](C(=O)ON(C)C(CC)(C1=CC=C(C=C1)Cl)C1=CC=C(C=C1)Cl)C [1,1-bis(4-chlorophenyl)propylmethyl-amino] (2S)-2-[(3-hydroxy-4-methoxy-pyridine-2-carbonyl) amino]propanoate